CC([O-])C.C(C(C)O)O propylene glycol isopropoxide